[Ge].[Ag].[Ag] silver-silver-germanium